tert-butyl (7S,8aS)-7-(3-([1,2,4]triazolo[1,5-a]pyridin-8-yl)propyl)-6-oxohexahydropyrrolo[1,2-a]pyrazine-2(1H)-carboxylate N=1C=NN2C1C(=CC=C2)CCC[C@H]2C[C@@H]1N(CCN(C1)C(=O)OC(C)(C)C)C2=O